C(C)(C)(C)OC(=O)N1CCN(CC1)C1=C(C(N(C2=NC(=C(C=C12)Cl)Cl)C=1C(=NC=NC1C(C)C)C(C)C)=O)C#N 4-(6,7-dichloro-3-cyano-1-(4,6-diisopropylpyrimidin-5-yl)-2-oxo-1,2-dihydro-1,8-naphthyridin-4-yl)piperazine-1-carboxylic acid tert-butyl ester